CN1N=CC2=CC=C(C(=C12)C1=C2C(=NC(=C1F)N1CC3(CN(C3)C(C=C)=O)CC1)CC(OC2)(C)C)C (M)-1-(6-(4-(1,6-dimethyl-1H-indazol-7-yl)-3-fluoro-7,7-dimethyl-7,8-dihydro-5H-pyrano[4,3-b]pyridin-2-yl)-2,6-diazaspiro[3.4]octan-2-yl)-2-propen-1-one